(S)-[1,1'-binaphthalene]-2,2'-bisdiazonium C=1(C(=CC=C2C=CC=CC12)[N+]#N)C=1C(=CC=C2C=CC=CC12)[N+]#N